((3-(4-(pentafluoro-λ6-sulfaneyl)phenyl)-1,2,4-oxadiazol-5-yl)methyl)acrylic acid FS(C1=CC=C(C=C1)C1=NOC(=N1)CC(C(=O)O)=C)(F)(F)(F)F